(4R)-N-benzhydryl-4-(4,4-diethyl-2-imino-6-oxo-hexahydropyrimidin-1-yl)chromane-6-carboxamide C(C1=CC=CC=C1)(C1=CC=CC=C1)NC(=O)C=1C=C2[C@@H](CCOC2=CC1)N1C(NC(CC1=O)(CC)CC)=N